Methyl 1-(N-((6'-(5-oxo-4,5-dihydro-1,2,4-oxadiazol-3-yl)-[1,1':3',1''-terphenyl]-4-yl)methyl)pentanamido)cyclohexanecarboxylate O=C1NC(=NO1)C1=CC=C(C=C1C1=CC=C(C=C1)CN(C(CCCC)=O)C1(CCCCC1)C(=O)OC)C1=CC=CC=C1